NC1=C2C(=NC=N1)N(N=C2C2=CC=C(C=C2)OC2=CC=CC=C2)[C@H]2CN(CCC2)C(CSC2=C1C(N(C(C1=CC=C2)=O)C2C(NC(CC2)=O)=O)=O)=O 4-((2-((R)-3-(4-amino-3-(4-phenoxyphenyl)-1H-pyrazolo[3,4-d]pyrimidin-1-yl)piperidine-1-yl)-2-oxoethyl)thio)-2-(2,6-dioxopiperidin-3-yl)isoindoline-1,3-dione